FC1=C(C=C(C=C1)NC(C1=CC(=CC=C1)C(F)(F)F)=O)CCC1=CC(=NN1)NC1=NC(=NC(=C1)C=1C=NN(C1)CCO)C N-(4-fluoro-3-(2-(3-((6-(1-(2-hydroxyethyl)-1H-pyrazol-4-yl)-2-methylpyrimidin-4-yl)amino)-1H-pyrazol-5-yl)ethyl)phenyl)-3-(trifluoromethyl)benzamide